5-(difluoromethoxy)-2-[3-(difluoromethyl)-6-[6-methoxy-5-[(6-methylpyridazin-3-yl)amino]benzimidazol-1-yl]-2-pyridyl]pyrazole-3-carbonitrile FC(OC=1C=C(N(N1)C1=NC(=CC=C1C(F)F)N1C=NC2=C1C=C(C(=C2)NC=2N=NC(=CC2)C)OC)C#N)F